(R or S)-4-[(4-fluorophenyl)-(4-methoxyphenyl)methyl]Piperidine FC1=CC=C(C=C1)[C@H](C1CCNCC1)C1=CC=C(C=C1)OC |o1:7|